C(C)(=O)C=1C=C(C=C2C(N(C(=NC12)N1CC2(C1)CCCCC2)C)=O)C 8-acetyl-2-(2-azaspiro[3.5]nonan-2-yl)-3,6-dimethyl-quinazolin-4-one